C1(=CC=CC=C1)C(=CN(C1=CC=CC=C1)C1=CC=CC=C1)C1=CC=CC=C1 α-phenyl-N,N-diphenylaminostyrene